lead sulfide mercury [Hg].[Pb]=S